(E)-2-cyclopropyl-N-hydroxyisonicotinimidoyl chloride C1(CC1)C=1C=C(/C(=N\O)/Cl)C=CN1